C(C=C)(=O)O.C(CCCCCCC\C=C/CCCCCCCC)(=O)O oleic acid acrylate